7-isopentenyloxy-4'-bromo-flavonol C(CC(=C)C)OC1=CC=C2C(C(=C(OC2=C1)C1=CC=C(C=C1)Br)O)=O